5'-methylguanosine CC([C@@H]1[C@H]([C@H]([C@@H](O1)N1C=NC=2C(=O)NC(N)=NC12)O)O)O